CC1C(O1)C1=CC=C(C=C1)C1C(C)O1 1,4-bis(3-epoxypropyl)benzene